FC1=C(C(=C(C(=C1C[B-](CC1=C(C(=C(C(=C1F)F)F)F)F)(CC1=C(C(=C(C(=C1F)F)F)F)F)CC1=C(C(=C(C(=C1F)F)F)F)F)F)F)F)F.COC1=C(C2=CC=CC=C2C=C1)C(C1=C(C=CC2=CC=CC=C12)OC)[SH2+] bis(methoxynaphthyl)methylsulfonium tetrakis(pentafluorobenzyl)borate